NN1C(=NC(=C1C(=O)N)C1=CC=C(C=C1)C(NC1=NC=CC(=C1)CC)=O)[C@H]1NCCCCC1 (S)-1-amino-2-(azepan-2-yl)-4-(4-((4-ethylpyridin-2-yl)carbamoyl)phenyl)-1H-imidazole-5-carboxamide